3-((3-(2-(diallylamino)ethyl)-1H-indol-4-yl)oxy)-3-oxopropanoic acid C(C=C)N(CCC1=CNC2=CC=CC(=C12)OC(CC(=O)O)=O)CC=C